1-[1-(2-Methoxy-3-trifluoromethyl-phenyl)-ethyl]-3-spiro[3.3]hept-2-yl-urea COC1=C(C=CC=C1C(F)(F)F)C(C)NC(=O)NC1CC2(C1)CCC2